C(C)(C)(C)OC(=O)N1C[C@H](OC[C@@H]1C1=CC=C(C=C1)N1C=CC2=C1N=CN=C2Cl)C |r| rac-(2R,5S)-5-(4-(4-chloro-7H-pyrrolo[2,3-d]pyrimidin-7-yl)phenyl)-2-methylmorpholine-4-carboxylic acid tert-butyl ester